Tert-butyl(3-(tert-butoxycarbonyloxy)-5-(hydroxymethyl)-2-methylpyridin-4-yl)methylcarbamate C(C)(C)(C)OC(NCC1=C(C(=NC=C1CO)C)OC(=O)OC(C)(C)C)=O